NC1=NC=2C=C(C(=CC2C2=C1C=NN2C)C(=O)N(C)[C@@H]2COCC1=C2C=CC(=C1F)C(F)(F)F)C 4-amino-N-((4S)-8-fluoro-7-(trifluoromethyl)-3,4-dihydro-1H-2-benzopyran-4-yl)-N,1,7-trimethyl-1H-pyrazolo[4,3-c]quinoline-8-carboxamide